N,3-dimethoxy-N-methylpropionamide CON(C(CCOC)=O)C